6-azaspiro[3.4]octane-6-carboxylate hydrochloride Cl.C1CCC12CN(CC2)C(=O)O